2-(N-(but-3-en-1-yl)sulfamoyl)-N-(4-((4-(3,5-dichlorophenyl)piperazin-1-yl)sulfonyl)phenyl)benzamide C(CC=C)NS(=O)(=O)C1=C(C(=O)NC2=CC=C(C=C2)S(=O)(=O)N2CCN(CC2)C2=CC(=CC(=C2)Cl)Cl)C=CC=C1